BrC=1C(=NC=CC1)SC1=CC=C(C=C1)C(F)(F)F 3-bromo-2-[4-(trifluoromethyl)phenyl]sulfanylpyridine